FC1=CC=C(C=C1)C1=CC=C(S1)NC(O)=S.N(C1=CC=CC=C1)C1=CC=C(N)C=C1 4-anilinoaniline 5-(4-fluorophenyl)thiophene-2-thiocarbamate